2,2,4-trimethyl-1,6-diamino-hexane CC(CN)(CC(CCN)C)C